BrC=1C=C(C=C(C1)Cl)C1NCC(NC1)C 5-(3-bromo-5-chlorophenyl)-2-methylpiperazine